(S)-tert-butyl 4-(isopropyl)-3-ethylpiperazine-1-carboxylate C(C)(C)N1[C@H](CN(CC1)C(=O)OC(C)(C)C)CC